ClC1=C(C=C(C=C1)S(=O)(=O)C1=CC(=C(C=C1)Cl)C)C 1-chloro-4-(4-chloro-3-methylphenyl)sulfuryl-2-methylbenzene